C[Si]1(O[Si](O[Si](O[Si](O1)(C)C2=CC=CC=C2)(C)C)(C)C3=CC=CC=C3)C 2,6-cis-Diphenylhexamethylcyclotetrasiloxane